N1=C(C=CC=C1)C1=NC(=NC=C1)N pyridinyl-amino-pyrimidine